4-((3-isopropyl-5-methylpyrazolo[1,5-a]pyrimidin-7-yl)amino)piperidine-1-carboxylic acid C(C)(C)C=1C=NN2C1N=C(C=C2NC2CCN(CC2)C(=O)O)C